CN(C(OC1=CC2=CC=C(C(=C2C(=C1)C1=C(C=2N=C(N=C(C2C=N1)N1CCOCCC1)OC[C@]12CCCN2C[C@@H](C1)F)F)C#C)F)=O)C 5-ethynyl-6-fluoro-4-(8-fluoro-2-(((2R,7aS)-2-fluorotetrahydro-1H-pyrrolizin-7a(5H)-yl)methoxy)-4-(1,4-oxazepan-4-yl)pyrido[4,3-d]pyrimidin-7-yl)naphthalen-2-yl dimethylcarbamate